S1OC(C=C1)O thioxolol